C1(CC1)C(C1=CC(=CC=C1)[N+](=O)[O-])(F)F 1-(cyclopropyldifluoromethyl)-3-nitrobenzene